((2S)-2-chloro-2-fluoro-acetyl)-[[(2S)-1-[4-(4-methoxyphenyl)phenyl]sulfonylpyrrolidine-2-carbonyl]amino]acetamide Cl[C@@H](C(=O)C(C(=O)N)NC(=O)[C@H]1N(CCC1)S(=O)(=O)C1=CC=C(C=C1)C1=CC=C(C=C1)OC)F